(t-butyldimethylsilyl)-tert-butyl glycolate C(CO)(=O)OC(C[Si](C)(C)C(C)(C)C)(C)C